C1=C(C=CC2=CC=CC=C12)C1=NN(C(=C1)N)C1=CC=CC=C1 3-(naphthalen-2-yl)-1-phenyl-1H-pyrazol-5-amine